(1R,3R)-N-(6-bromo-7-chloroisoquinolin-3-yl)-4,4-difluorospiro[2.2]pentane-1-carboxamide BrC=1C=C2C=C(N=CC2=CC1Cl)NC(=O)[C@@H]1C[C@]12C(C2)(F)F